1-(4-(3-Chloro-2-methylphenyl)piperazin-1-yl)-2-(5-fluoro-3-((3S-4R)-3-fluoro-4-hydroxypiperidin-1-carbonyl)-4,5,6,7-tetrahydro-1H-indazol-1-yl)ethan-1-on ClC=1C(=C(C=CC1)N1CCN(CC1)C(CN1N=C(C=2CC(CCC12)F)C(=O)N1C[C@@H]([C@@H](CC1)O)F)=O)C